FC1=C(C(=CC=C1)F)C(C([Se]C1=CC=CC=C1)[Se]C1=CC=CC=C1)=O 1-(2,6-Difluorophenyl)-2,2-bis(phenylselanyl)ethan-1-one